FC(C1=CC=C(C(=O)N(C2COC2)C2=C(C(=CC=C2)B2OC(C(O2)(C)C)(C)C)C)C=C1)F 4-(difluoromethyl)-N-(2-methyl-3-(4,4,5,5-tetramethyl-1,3,2-dioxaborolan-2-yl)phenyl)-N-(oxetan-3-yl)benzamide